bromo-5-(trifluoromethoxy)benzoic acid BrC1=C(C(=O)O)C=C(C=C1)OC(F)(F)F